(2S)-2-amino-8-[(2R,3S)-3-ethynyltetrahydrofuran-2-yl]-8-oxooctanoic acid N[C@H](C(=O)O)CCCCCC(=O)[C@@H]1OCC[C@H]1C#C